[4-(1,1-difluoro-5-azaspiro[2.5]oct-5-yl)piperidin-1-yl]-N-[(3,5-difluoropyridin-2-yl)methyl]-1,3-thiazole-5-carboxamide FC1(CC12CN(CCC2)C2CCN(CC2)C=2SC(=CN2)C(=O)NCC2=NC=C(C=C2F)F)F